7-(1-(azetidin-3-yl)-6-chloro-1,2,3,4-tetrahydroquinolin-8-yl)thieno[3,2-b]pyridin N1CC(C1)N1CCCC2=CC(=CC(=C12)C1=C2C(=NC=C1)C=CS2)Cl